N1(CCOCC1)C1=NC2=C(N=CC=C2C(=C1)C1=CC=C(C=C1)P(OC)(OC)=O)C1=CC=NN1C1OCCCC1 dimethyl (4-{2-(morpholin-4-yl)-8-[1-(tetrahydro-2H-pyran-2-yl)-1H-pyrazol-5-yl]-1,7-naphthyridin-4-yl}phenyl)phosphonate